D,L-citrulline N[C@@H](CCCNC(=O)N)C(=O)O |r|